(7-(4-(1H-Pyrazol-1-yl)phenyl)-2-azaspiro[3.5]nonan-2-yl)((1s,3s)-3-hydroxy-3-methylcyclobutyl)methanone N1(N=CC=C1)C1=CC=C(C=C1)C1CCC2(CN(C2)C(=O)C2CC(C2)(C)O)CC1